C(C)[La]CC diethyl-lanthanum